(4-(6-methyl-7-(4-(piperazin-1-yl)phenyl)imidazo[1,2-b]pyridazin-3-yl)quinolin-7-yl)(4-methylpiperazin-1-yl)methanone CC=1C(=CC=2N(N1)C(=CN2)C2=CC=NC1=CC(=CC=C21)C(=O)N2CCN(CC2)C)C2=CC=C(C=C2)N2CCNCC2